(4-iodo-1-isopropyl-pyrazol-3-yl)-2-methyl-propan-1-one IC=1C(=NN(C1)C(C)C)C(C(C)C)=O